ClC1=CC=C(C=C1)C1=C(CCC(C1)(C)C)CN1CCN(CC1)C1=CC=C(C=C1)S(=O)(=O)NC(=O)C12CC(C1)C2 N-([4-[4-[[2-(4-chlorophenyl)-4,4-dimethylcyclohexen-1-yl]methyl]piperazin-1-yl]phenyl]sulfonyl)bicyclo[1.1.1]pentane-1-carboxamide